C(C)N(C(C1=CC(=CC=C1)C(F)(F)F)=O)CC N,N-diethyl-3-(trifluoromethyl)benzamide